OC1=CC=C(C=2C3[C@H](C[C@@]4([C@H](CCC4C3CCC12)C(=O)O)C)O)C (11S,13S,17S)-4,11-dihydroxy-1,13-dimethyl-7,8,9,11,12,13,14,15,16,17-decahydro-6H-cyclopenta[a]phenanthrene-17-carboxylic acid